(S-phenyl-N-((trifluoromethyl)sulfonyl)sulfinimidoyl)-((trifluoromethyl)sulfonyl)amide C1(=CC=CC=C1)S(=NS(=O)(=O)C(F)(F)F)[N-]S(=O)(=O)C(F)(F)F